OC=1C=C2CC(C(C2=CC1O)=O)CC1=CC(=C(C=C1)O)[N+](=O)[O-] (E)-5,6-dihydroxy-2-(4-hydroxy-3-nitrobenzyl)-2,3-dihydro-1H-inden-1-one